2-morpholinoacetamide O1CCN(CC1)CC(=O)N